CNC=1C=2N(N=CC1)C(=CN2)C(=O)N 8-methylaminoimidazo[1,2-b]pyridazine-3-carboxamide